5-chloro-3,7-dimethyl-4,6-nonanedione ClC(C(C(CC)C)=O)C(C(CC)C)=O